CN1C(NC(C2=CC(=C(C=C12)NC)S(=O)(=O)NC1CC(C1)C1=CC=CC=C1)=O)=O 1-Methyl-7-(methylamino)-2,4-dioxo-N-(3-phenylcyclobutyl)-1,2,3,4-tetrahydroquinazoline-6-sulfonamide